C(C)OC1=C(C(=CC=C1)F)B1OC(C(O1)(C)C)(C)C 2-(2-ethoxy-6-fluoro-phenyl)-4,4,5,5-tetramethyl-1,3,2-dioxaborolane